ClCCCNC1=CC=CC=2N(C(N(C21)C)=O)C2C(NC(CC2)=O)=O 3-(4-((3-chloropropyl)amino)-3-methyl-2-oxo-2,3-dihydro-1H-benzo[d]imidazol-1-yl)piperidine-2,6-dione